3-[[4-[[(2S,3R,7S)-7-(6-tert-butyl-5-methyl-pyrrolo[2,3-b]pyrazin-3-yl)-3-isopropoxy-azepan-2-yl]methoxy]-6-(2,6-dimethylphenyl)-5-methyl-pyrimidin-2-yl]sulfamoyl]benzoic acid C(C)(C)(C)C1=CC=2C(=NC(=CN2)[C@@H]2CCC[C@H]([C@@H](N2)COC2=NC(=NC(=C2C)C2=C(C=CC=C2C)C)NS(=O)(=O)C=2C=C(C(=O)O)C=CC2)OC(C)C)N1C